3-(3-fluoro-5-(1-(2-(2-fluoro-5-((6-fluoro-4-methyl-1H-indol-5-yl)oxy)phenyl)-1H-imidazol-4-yl)-1-hydroxyethyl)phenyl)propanoic acid FC=1C=C(C=C(C1)C(C)(O)C=1N=C(NC1)C1=C(C=CC(=C1)OC=1C(=C2C=CNC2=CC1F)C)F)CCC(=O)O